CC=1C(=NC=NC1C)N1C2CN(C(C1)C2)CC=2OC1=C(N2)C=CC(=C1)F ((5-(5,6-dimethylpyrimidin-4-yl)-2,5-diazabicyclo[2.2.1]heptan-2-yl)methyl)-6-fluorobenzo[d]oxazole